C1=NC=C2N1C1=CC=CC=C1C(N2)=O imidazo[1,5-a]quinazolin-5(4H)-one